methyl 4-(hydrazineylmethyl)-3-methoxybenzoate, dihydrochloride Cl.Cl.N(N)CC1=C(C=C(C(=O)OC)C=C1)OC